C(C)OC(CC1=C(C=CC=C1)OCC=1C2=C(OC1)C1=C(OC=C1)C(=C2)Br)=O 2-(2-((5-bromobenzo[1,2-b:3,4-b']Difuran-3-yl)methoxy)phenyl)acetic acid ethyl ester